COC(=O)C=1C=NC(=C(C1NC1=C(C=C(C=C1)I)F)F)O 5-fluoro-4-(2-fluoro-4-iodoanilino)-6-hydroxypyridine-3-carboxylic acid methyl ester